O1CCN(CC1)C=1C=C(CN2CCCC23CCN(CC3)C(=O)OC(C(F)(F)F)C(F)(F)F)C=CC1C(F)(F)F 1,1,1,3,3,3-Hexafluoropropan-2-yl 1-(3-morpholino-4-(trifluoromethyl)benzyl)-1,8-diazaspiro[4.5]decane-8-carboxylate